ClC1=NC2=C3C(=CC=C2N=C1Cl)C=CC=C3 2,3-dichlorobenzoquinoxaline